CC1(OC2=C(O1)C=CC=C2SCC2=C(C(=O)O)C=CC(=C2F)F)C 2-(((2,2-Dimethylbenzo[d][1,3]dioxol-4-yl)thio)methyl)-3,4-difluorobenzoic acid